BrC=1C=C(C=CC1F)N1C=NOC1=O 4-(3-bromo-4-fluorophenyl)-1,2,4-oxadiazol-5-one